methyl (S)-3-cyclobutyl-2-(pyrazine-2-carboxamido)propanoate C1(CCC1)C[C@@H](C(=O)OC)NC(=O)C1=NC=CN=C1